C(C)(C)C1=C(C=O)C=CC(=C1)OC 2-isopropyl-4-methoxybenzaldehyde